C(=O)O.C(#N)C=1C(=NC=C(C1C1=CC(=C(C=C1)C#N)F)C1=CC(=C(C=C1)OC)O)N1CCC(CC1)NCC=1C=NC(=NC1)/C=C/C(=O)NO (E)-3-(5-(((1-(3-Cyano-4-(4-cyano-3-fluorophenyl)-5-(3-hydroxy-4-methoxyphenyl)pyridin-2-yl)piperidin-4-yl)amino)methyl)pyrimidin-2-yl)-N-hydroxyacrylamide formate